C(C=C)C1CN(C(C(=C1NCC1=C(C=NC=C1)OCC1=CC(=CC=C1)OCC=C)C(=S)NC1=C(C(=CC=C1)F)OC)=O)C(=O)OC(C)(C)C tert-butyl 3-allyl-4-{[(3-{[3-(allyloxy) benzyl] oxy} pyridin-4-yl) methyl] amino}-5-{[(3-fluoro-2-methoxyphenyl) amino] thiocarbonyl}-6-oxo-3,6-dihydropyridine-1(2H)-carboxylate